FC(CO[C@H]1CC[C@H](CC1)NC=1N=C(C2=C(N1)NC=C2C=2C=C(C=1N(C2)C=CN1)F)OC)F N-(cis-4-(2,2-Difluoroethoxy)cyclohexyl)-5-(8-fluoroimidazo[1,2-a]pyridin-6-yl)-4-methoxy-7H-pyrrolo[2,3-d]pyrimidin-2-amine